N1=C(C=CC=C1)CN1C(C(=C(C1=O)C1=CC(=CC=C1)C(F)(F)F)I)=O (pyridin-2-ylmethyl)-3-iodo-4-(3-(trifluoromethyl)phenyl)-1H-pyrrole-2,5-dione